(R)-N-((R)-1-(4-(trifluoromethyl)phenyl)ethyl)morpholine-3-carboxamide hydrochloride Cl.FC(C1=CC=C(C=C1)[C@@H](C)NC(=O)[C@@H]1NCCOC1)(F)F